BrC=1C=C(C=C(C(=O)Cl)C1)C(=O)Cl 5-bromoisophthalic acid dichloride